Cl.C(C1=CC=CC=C1)NC(C(=O)OC)CC1CCCCC1 methyl 2-(benzylamino)-3-cyclohexylpropanoate hydrochloride